2-{[(2S)-1,4-dioxan-2-yl]methyl}-4-methyl-N-[(1,3-oxazol-2-yl)methyl]-8-(trifluoromethyl)-4,5-dihydro-2H-furo[2,3-g]indazole-7-carboxamide O1[C@H](COCC1)CN1N=C2C3=C(CC(C2=C1)C)OC(=C3C(F)(F)F)C(=O)NCC=3OC=CN3